N1(CCC1)C1=CC(=C(C=N1)C=1C=C2CC(N3C(C2=CC1OC)=CC(C(=C3)C(=O)O)=O)C(C)(C)C)C 9-[6-(azetidin-1-yl)-4-methylPyridin-3-yl]-6-tert-butyl-10-methoxy-2-oxo-6,7-dihydro-2H-pyrido[2,1-a]Isoquinoline-3-carboxylic acid